6-Chloro-3,7,8-trimethyl-[1,2,4]triazolo[4,3-b]pyridazine ClC=1C(=C(C=2N(N1)C(=NN2)C)C)C